4-isocyanatothio-1,2,3,5,6,7-hexahydro-s-indacene N(=C=O)SC1=C2CCCC2=CC=2CCCC12